(Z)-3-((1H-pyrrolo[3,2-b]pyridin-2-yl)methylene)-6-fluoro-5-(8-methyl-2,3-dihydro-1H-pyrido[2,3-b][1,4]oxazin-7-yl)indolin-2-one N1C(=CC2=NC=CC=C21)\C=C\2/C(NC1=CC(=C(C=C21)C2=C(C1=C(OCCN1)N=C2)C)F)=O